(piperidin-4-yl)furo[3,2-c]pyridin-7-amine hydrochloride Cl.N1CCC(CC1)C1=CC=2C=NC=C(C2O1)N